N1N=NC2=C1C=CC(=C2)CN2C(C1=CC=CC=C1C2CC2=C(C(=NN2C)C(F)(F)F)Cl)=O 2-((1H-benzo[d][1,2,3]triazol-5-yl)methyl)-3-((4-chloro-1-methyl-3-(trifluoromethyl)-1H-pyrazol-5-yl)methyl)isoindolin-1-one